bisfuryl-fluorouracil O1C(=CC=C1)C1=C(C(N(C(N1)=O)C=1OC=CC1)=O)F